C(C)(C)(C)[S@@](=O)N(C1(COC1)C1=CC=C(C=C1)C(C(=O)OCC=C)(C)C)COCC[Si](C)(C)C |r| (±)-allyl 2-[4-[3-[tert-butylsulfinyl(2-trimethylsilylethoxymethyl)amino]oxetan-3-yl] phenyl]-2-methyl-propanoate